FC=1C(=CC(=NC1)C)C(=O)N 5-fluoro-2-methylpyridine-4-carboxamide